sodium 5-(4-(trifluoromethyl)phenoxy)-2-naphthoate FC(C1=CC=C(OC2=C3C=CC(=CC3=CC=C2)C(=O)[O-])C=C1)(F)F.[Na+]